6Z,9Z-Pentadecadienal C(C=CC=CCCCCCCCCCC)=O